FC1([C@]2(C[C@@H]([C@H]([C@@](C1)(N2)C)OC)C(=C)C=2N=NC(=CN2)C=2C=C1C=CN=CC1=CC2O)C)F 6-(3-(1-((1R,2R,3R,5R)-6,6-difluoro-2-methoxy-1,5-dimethyl-8-azabicyclo[3.2.1]octan-3-yl)vinyl)-1,2,4-triazin-6-yl)isoquinolin-7-ol